acryloylhydroxypropyl-ethyldiisopropyloxysilane C(C=C)(=O)C(C)(C)O[Si](OC(C)C)(CC)CCCO